tert-butyl (2-(4-methoxybenzyl)-3-oxo-6-vinyl-2,3-dihydropyridazin-4-yl)carbamate COC1=CC=C(CN2N=C(C=C(C2=O)NC(OC(C)(C)C)=O)C=C)C=C1